FC1=C(C(=C(C(=C1F)F)F)F)[B-](C1=C(C(=C(C(=C1F)F)F)F)F)(C1=C(C(=C(C(=C1F)F)F)F)F)C1=C(C(=C(C(=C1F)F)F)F)F.C(CCCCCCCCC)[NH2+]CCCCCCCCCC didecylammonium [tetrakis(perfluorophenyl)borate]